(((1,3-dibromopropan-2-yl)oxy)methyl)benzene tert-butyl-3-cyano-3-(3-iodo-2-methyl-propyl)azetidine-1-carboxylate C(C)(C)(C)OC(=O)N1CC(C1)(CC(CI)C)C#N.BrCC(CBr)OCC1=CC=CC=C1